3-chloro-4-(p-tolyloxy)phenol ClC=1C=C(C=CC1OC1=CC=C(C=C1)C)O